O[C@H](COC1C(NCC1)=O)C 3-((S)-2-hydroxypropoxy)pyrrolidin-2-one